C(C)(C)(C)OC(=O)N[C@@H](CCC1=C(C(=O)OC)C=C(C=C1)F)C methyl (R)-2-(3-((tert-butoxycarbonyl) amino) butyl)-5-fluorobenzoate